[C@]1([C@H](O)[C@H](O)[C@@H](CO)O1)(N1C=NC=2C(=O)NC(N)=NC12)B(O)O guanosine-boronic acid